CN(C1=NC=NC2=C(C=C(C=C12)C(F)(F)F)C(F)(F)F)[C@@H](C)C=1N(N=CN1)C1=NC=CC=N1 N-methyl-N-[(1S)-1-(2-pyrimidin-2-yl-1,2,4-triazol-3-yl)ethyl]-6,8-bis(trifluoromethyl)quinazolin-4-amine